tert-butyl 4-(3-(1,3-dioxoisoindolin-2-yl)propoxy)-6-azaspiro[2.5]octane-6-carboxylate O=C1N(C(C2=CC=CC=C12)=O)CCCOC1C2(CC2)CCN(C1)C(=O)OC(C)(C)C